(R)-N-(3-(piperidin-1-yl)propyl)-2-(4-(pyrrolidin-2-yl)phenyl)benzo[d]imidazo[2,1-b]thiazole-7-carboxamide N1(CCCCC1)CCCNC(=O)C1=CC2=C(N3C(S2)=NC(=C3)C3=CC=C(C=C3)[C@@H]3NCCC3)C=C1